C(C)(C)N1CC(CC1)N1CCC2=C1N=NC(=C2)C2=C(C=C(C=C2C)C(F)(F)F)O 2-[7-(1-isopropylpyrrolidin-3-yl)-5,6-dihydropyrrolo[2,3-c]pyridazin-3-yl]-3-methyl-5-(trifluoromethyl)phenol